C(C(=O)O)(=O)O.C1NCC12CCOCC2 7-oxa-2-azaspiro[3.5]nonane oxalate